C(C)N1C2=NC(=NC(=C2N=C1C1=CC=NC=C1)N1CCOCC1)N1N=C(C=C1C(=O)OCC)C1=CC=CC=C1 Ethyl 1-(9-ethyl-6-morpholino-8-(pyridin-4-yl)-9H-purin-2-yl)-3-phenyl-1H-pyrazole-5-carboxylate